N[C@@H](C)C(C[C@H](C(CCCCCCCCCCCC)(F)F)O)O (2S,5R)-2-amino-6,6-difluorooctadecane-3,5-diol